C1(=CC=CC=C1)C(=O)[C@@]1(C[C@H](O)[C@@H](CO[Si](C)(C)C(C)(C)C)O1)N1C=NC=2C(N)=NC=NC12 BenzeneFormyl-5'-O-tert-butyldimethylsilyl-2'-deoxyadenosine